4-((1-Methylpiperidin-4-yl)oxy)-3-(trifluoromethyl)aniline CN1CCC(CC1)OC1=C(C=C(N)C=C1)C(F)(F)F